Bis(2-ethylbutyl) 7,7'-((3-((2-(4-(2-((4-(bis(2-hydroxy-7-isopropoxy-7-oxoheptyl)amino)butanoyl)oxy)ethyl)piperazin-1-yl)ethyl)disulfaneyl)propyl)-azanediyl)bis(6-hydroxyheptanoate) OC(CN(CCCC(=O)OCCN1CCN(CC1)CCSSCCCN(CC(CCCCC(=O)OCC(CC)CC)O)CC(CCCCC(=O)OCC(CC)CC)O)CC(CCCCC(OC(C)C)=O)O)CCCCC(=O)OC(C)C